N-(1-((3,3-difluorocyclobutyl)methyl)-1H-indazol-3-yl)-4-iodo-2-(6-azaspiro[2.5]oct-6-yl)benzamide FC1(CC(C1)CN1N=C(C2=CC=CC=C12)NC(C1=C(C=C(C=C1)I)N1CCC2(CC2)CC1)=O)F